C(C)N1C(NC2=NC=CC(=C21)OC2=C(C=C(C=C2)NC(=O)C=2N=CN(C2C(F)(F)F)C2=CC=CC=C2)F)=O N-(4-((1-ethyl-2-oxo-2,3-dihydro-1H-imidazo[4,5-b]pyridin-7-yl)oxy)-3-fluorophenyl)-1-phenyl-5-(trifluoromethyl)-1H-imidazole-4-carboxamide